O(C1=CC=CC=C1)CCNC1(CC2(C1)CCC2)C(=O)N[C@@H](C)C2=CC=C(C(=O)OC)C=C2 Methyl 4-[(1S)-1-[[2-(2-phenoxyethylamino)spiro[3.3]heptane-2-carbonyl]amino]ethyl]benzoate